CC1(OB(OC1(C)C)C=1C=NN(C1)C1CN(C1)C(=O)OCC1=CC=CC=C1)C benzyl 3-[4-(4,4,5,5-tetramethyl-1,3,2-dioxaborolan-2-yl) pyrazol-1-yl]azetidine-1-carboxylate